(E)-(6-(2-(5-cyclopropyl-3-(3,5-dichloropyridin-4-yl)isoxazol-4-yl)vinyl)spiro[3.3]Hept-2-yl)methanol Gallium tin indium [In].[Sn].[Ga].C1(CC1)C1=C(C(=NO1)C1=C(C=NC=C1Cl)Cl)/C=C/C1CC2(CC(C2)CO)C1